racemic-[(2R,3S,7R)-7-{8,8-dimethyl-6H,7H,8H-pyrazino[2,3-b]pyrrolizin-3-yl}-3-(2-methylpropyl)azepan-2-yl]methanol CC1(CCN2C3=C(C=C12)N=CC(=N3)[C@H]3CCC[C@H]([C@@H](N3)CO)CC(C)C)C |r|